FC1=C(CN[C@H]2[C@@H](COCC2)OC)C=CC(=C1)C(F)(F)F (3S,4R)-N-(2-fluoro-4-(trifluoromethyl)benzyl)-3-methoxytetrahydro-2H-pyran-4-amine